CC1(OB(OC1(C)C)C=1C=CC=C2C(=CNC12)S(=O)(=O)Cl)C 7-(4,4,5,5-tetramethyl-1,3,2-dioxaborolan-2-yl)-1H-indole-3-sulfonyl chloride